COC=1C=C(C=CC2=NC=3N(C(N(C(C3N2C)=O)CC)=O)CC)C=CC1OC 8-(3,4-dimethoxystyryl)-1,3-diethyl-7-methylxanthine